Methyl 4-((3-(3-((tert-butoxycarbonyl)((2-chloro-[1,1'-biphenyl]-4-yl)methyl)amino)propanamido)propyl)amino)-1-(tetrahydro-2H-pyran-2-yl)-1H-indazole-6-carboxylate C(C)(C)(C)OC(=O)N(CCC(=O)NCCCNC1=C2C=NN(C2=CC(=C1)C(=O)OC)C1OCCCC1)CC1=CC(=C(C=C1)C1=CC=CC=C1)Cl